BrC1=CC(=C(C#N)C(=C1)C(F)(F)F)C 4-bromo-2-methyl-6-(trifluoromethyl)benzonitrile